ClC=1C=C2C(=C(C(NC2=CC1)=O)C=1CC(N(N1)C(CCC(=O)O)=O)C1=CC2=CN(N=C2C=C1)C)C1=CC=CC=C1 4-[5-(6-chloro-2-oxo-4-phenyl-1H-quinolin-3-yl)-3-(2-methylindazol-5-yl)-3,4-dihydropyrazol-2-yl]-4-oxo-butanoic acid